2-dodecyl-2-phenylpropionate C(CCCCCCCCCCC)C(C(=O)[O-])(C)C1=CC=CC=C1